CC1=C(C(=CC=C1)C)N1C=CC=C1 1-(2,6-dimethylphenyl)-pyrrole